BrC1=NNC2=NC(=NC(=C21)OC)Cl 3-bromo-6-chloro-4-methoxy-1H-pyrazolo[3,4-d]pyrimidine